OCC1CCC(CC1)(O)C1=C2C(=NC(=C1)N1[C@@H](COCC1)C)N(N=C2)C2=CC=NN2COCC[Si](C)(C)C (R)-4-(hydroxymethyl)-1-(6-(3-methylmorpholinyl)-1-(1-((2-(trimethylsilyl)ethoxy)methyl)-1H-pyrazol-5-yl)-1H-pyrazolo[3,4-b]pyridin-4-yl)cyclohexanol